1,1,1,2-tetrachloro-ethane ClC(CCl)(Cl)Cl